FC1(C(C2=CC=CC=C2[C@]12CC1(OCCO1)CCC2)=O)F (S)-2,2-difluorodispiro[indene-1,1'-cyclohexane-3',2''-[1,3]dioxolane]-3(2H)-one